C(#N)C(C(=O)Cl)=C alpha-cyanoacryloyl chloride